Cl.C(CC)(=O)O propanoate hydrochloride